BrC=1C=C2C=NNC(C2=C(C1)F)=O 6-bromo-8-fluoro-2H-phthalazin-1-one